C(C)(C)(C)N(CC(=O)O)C(=O)C=1N2C(C3=CC=CC=C3C1OCC1=CC=CC=C1)=NC=N2.CC=2C(=C1C=NN(C1=CC2)C2OCCCC2)C2=CC=C(C(=O)N)C=C2 4-(5-methyl-1-(tetrahydro-2H-pyran-2-yl)-1H-indazol-4-yl)benzamide tert-butyl-(6-(benzyloxy)-[1,2,4]triazolo[5,1-a]isoquinoline-5-carbonyl)glycinate